C12=CC3CC(CC(C1)C3)C2 adamantene